4-methoxy-3'-(((4-nitrophenoxy)carbonyl)amino)-[1,1'-biphenyl] COC1=CC=C(C=C1)C1=CC(=CC=C1)NC(=O)OC1=CC=C(C=C1)[N+](=O)[O-]